3-indolizinecarboxaldehyde C=1C=C(N2C=CC=CC12)C=O